4-amino-N-cyclopropyl-7-fluoro-N-(7-(5-(trifluoromethyl)pyridin-3-yl)-3,4-dihydro-2H-pyrano[3,2-b]pyridin-4-yl)imidazo[1,5-a]quinoxaline-8-carboxamide NC=1C=2N(C3=CC(=C(C=C3N1)F)C(=O)N(C1CCOC=3C1=NC=C(C3)C=3C=NC=C(C3)C(F)(F)F)C3CC3)C=NC2